1-aminoundecanethiol NC(CCCCCCCCCC)S